7-amino-N-{2-[3-amino-4-(propan-2-yloxy)pyrrolidin-1-yl]-4-fluoro-5,6,7,8-tetrahydroquinolin-6-yl}-3-methylthieno[2,3-b]pyrazine-6-carboxamide NC1=C(SC2=NC(=CN=C21)C)C(=O)NC2CC=1C(=CC(=NC1CC2)N2CC(C(C2)OC(C)C)N)F